C(C)N(C(C1=C(C=CC(=C1)F)C=1C=2N(C=C(C1)C1CN(C1)C(CCCN1[C@H]3CO[C@@H](C1)C3)C3(COC3)C)C(=NC2)C)=O)C(C)C N-ethyl-5-fluoro-2-(3-methyl-6-{1-[1-(3-methyloxetan-3-yl)-4-[(1R,4R)-2-oxa-5-azabicyclo[2.2.1]heptane-5-yl]butyl]azetidin-3-yl}imidazo[1,5-a]pyridin-8-yl)-N-(isopropyl)benzamide